C1=CC=NC=C1 N-Pyridine